2-[(4-chlorophenyl) methyl]-2-azaspiro[3.3]heptan-6-yl (2R,5S)-4-(5-methanesulfonylpyrimidin-2-yl)-2,5-dimethyl-piperazine-1-carboxylate CS(=O)(=O)C=1C=NC(=NC1)N1C[C@H](N(C[C@@H]1C)C(=O)OC1CC2(CN(C2)CC2=CC=C(C=C2)Cl)C1)C